Cl.O1COC2=C1C=CC(=C2)C(=N)N benzo[1,3]dioxole-5-carboxamidine hydrochloride